mono(2-ethyl-5-hydroxyhexyl)phthalate C(C)C(COC(C=1C(C(=O)[O-])=CC=CC1)=O)CCC(C)O